5-[4-(2,6-diazaspiro[3.3]heptan-2-yl)-1-piperidyl]-2-(2,6-dioxo-3-piperidyl)-6-fluoro-isoindoline-1,3-dione C1N(CC12CNC2)C2CCN(CC2)C=2C=C1C(N(C(C1=CC2F)=O)C2C(NC(CC2)=O)=O)=O